4'-(methylenedioxy)propiophenone C1OC2=CC=C(C=C2O1)C(CC)=O